10,10-dihexyloxy-3-acetyloxydecane C(CCCCC)OC(CCCCCCC(CC)OC(C)=O)OCCCCCC